C(C)OC(=O)C1=CC=NC2=CC=C(C=C12)CC1=NN(N=C1)C 6-((2-methyl-2H-1,2,3-triazol-4-yl)methyl)quinoline-4-carboxylic acid ethyl ester